C(C)(C)(C)OC(NC(C(=O)NCCC1=CC(=CC=C1)NC1=NC(=C(N=C1C(N)=O)CC)NC(C)C)C)=O (1-((3-((3-carbamoyl-5-ethyl-6-(isopropylamino)pyrazin-2-yl)amino)phenethyl)amino)-1-oxopropan-2-yl)carbamic acid tert-butyl ester